N-{2-(2-dimethylaminoethyl-methylamino)-5-[4-(1-methylindol-3-yl)pyrimidin-2-yl]Amino-4-trifluoromethoxyphenyl}-cis-2,4-pentadieneamide CN(CCN(C1=C(C=C(C(=C1)OC(F)(F)F)NC1=NC=CC(=N1)C1=CN(C2=CC=CC=C12)C)NC(\C=C/C=C)=O)C)C